2,2-Difluoroethylamine hydrochloride Cl.FC(CN)F